FC1=C(C#N)C=CC(=C1)C=1N=C2C(=NC1C1=CC(=C(C=C1)OC)F)N(C(=N2)N2C(CNCC2)C)C 2-fluoro-4-(6-(3-fluoro-4-methoxyphenyl)-1-methyl-2-(2-methylpiperazin-1-yl)-1H-imidazo[4,5-b]pyrazin-5-yl)benzonitrile